N=1N(N=C2C1C=CC=C2)C2=C(C(=CC(=C2)C)CCCCCCCCCCCC)O 2-(2H-benzotriazol-2-yl)-4-methyl-6-n-dodecylphenol